Cl.NCCCCN(CCCCCCCS(=O)(=O)N(CCCCCCCC)CCCCCCCC)CCCCCCCS(=O)(=O)N(CCCCCCCC)CCCCCCCC 7,7'-((4-aminobutyl)azanediyl)bis(N,N-dioctylheptane-1-sulfonamide) hydrochloride